NC1=NOC2=C1C=CC(=C2)CNC(=O)[C@H]2N(C[C@@H](C2)OC(F)F)C(CNC(=O)C=2C=CC=1SC3=CC=CC=C3OC1C2)=O (2S,4R)-N-((3-aminobenzo[d]isoxazol-6-yl)methyl)-4-(difluoromethoxy)-1-((phenoxathiine-3-carbonyl)glycyl)pyrrolidine-2-carboxamide